6-[2-(trifluoromethyl)-6,8-dihydro-5H-[1,2,4]triazolo[1,5-a]pyrazin-7-yl]isoquinolin-4-amine FC(C1=NN2C(CN(CC2)C=2C=C3C(=CN=CC3=CC2)N)=N1)(F)F